CC1C(N(C2CC1C2)C(=O)C2=NC(=CC=C2N2N=CC=N2)C)CNC2=NC=C(C=C2)C(F)(F)F cis-N-({4-Methyl-2-[6-methyl-3-(2H-1,2,3-triazol-2-yl)pyridin-2-carbonyl]-2-azabicyclo[3.1.1]heptan-3-yl}methyl)-5-(trifluoromethyl)pyridin-2-amin